C(C)(C)(C)OC(=O)N1CC2CCC(C1)N2.NC2=CC=C(C=C2)C=2N=NN(C2)CC(=O)C2=CC=C(C=C2)O 2-(4-(4-aminophenyl)-1H-1,2,3-triazol-1-yl)-1-(4-hydroxyphenyl)ethan-1-one tert-butyl-3,8-diazabicyclo[3.2.1]octane-3-carboxylate